C(#N)C1=C(C=C(C=C1)[C@H](C)NC(=O)C=1C(NC2=C(N=C(C=C2C1N1CCN[C@H](CC1)C)C)C1CC1)=O)OC N-[(S)-1-(4-cyano-3-methoxyphenyl)ethyl]-4-[(S)-5-methyl-1,4-diazepan-1-yl]-8-cyclopropyl-6-methyl-2-oxo-1,2-dihydro-1,7-diaza-3-naphthamide